C=1N=C(N2C1C=CC=C2)C(C)C 2-(imidazo[1,5-a]pyridin-3-yl)propan